ClC1=CC=C(N=N1)C(=O)N[C@H]1C[C@@H](CCC1)OC1=CC(=C(C=C1)C#N)C1CC1 6-Chloro-N-((1r,3r)-3-(3-cyclopropyl-4-cyanophenoxy)cyclohexyl)pyridazine-3-carboxamide